(1R,2S)-(-)-trans-2-phenyl-1-cyclohexanol C1CC[C@H]([C@@H](C1)C2=CC=CC=C2)O